C(C=C)(=O)N1CC2=CC(=CC=C2CC1)OC1=CC=C(C#N)C=C1 4-((2-acryloyl-1,2,3,4-tetrahydroisoquinolin-7-yl)oxy)benzonitrile